ClC1=C(C=CC(=C1)Cl)N1N=C(C(=C1C1=CC=C(C=C1)Cl)C)C(=O)O 1-(2,4-dichlorophenyl)-5-p-chlorophenyl-4-methyl-pyrazole-3-carboxylic acid